COC1=C(C=CC(=C1)OC)CNC1=NC=CC2=C(C=CC=C12)NCC12CN(C(C1)(C2)C(=O)OC)C(=O)OCC2=CC=CC=C2 2-O-benzyl 1-O-methyl 4-[[[1-[(2,4-dimethoxyphenyl)methylamino]-5-isoquinolyl]amino]methyl]-2-azabicyclo[2.1.1]hexane-1,2-dicarboxylate